2-(2,6-Dichloro-4-fluorobenzylidene)hydrazinecarboximidamide ClC1=C(C=NNC(N)=N)C(=CC(=C1)F)Cl